C(C1=CC=CC=C1)C12CN(CC(C1=NNC2=O)(C)C)C([C@H](C=O)NC(=O)C(C)(C)NC([O-])=O)OCC2=CC=CC=C2 [(2R)-1-(3a-benzyl-7,7-dimethyl-3-oxo-2H,4H,6H-pyrazolo[4,3-c]pyridin-5-yl-3-(benzyloxy)-1-oxopropan-2-yl)carbamoyl-1-methylethyl]carbamate